FC(C(=O)N1CC(C1)C1=NN(C2=NC=CC(=C21)CO)C2=C(C=C(C=C2)OC(F)(F)F)C)=C 2-Fluoro-1-(3-(4-(hydroxymethyl)-1-(2-methyl-4-(trifluoromethoxy)phenyl)-1H-pyrazolo[3,4-b]pyridin-3-yl)azetidin-1-yl)prop-2-en-1-one